4-(((3-cyano-8-methoxyquinolin-4-yl)amino)methyl)-N-hydroxybenzoamide C(#N)C=1C=NC2=C(C=CC=C2C1NCC1=CC=C(C(=O)NO)C=C1)OC